O1[C@H](CCC2=CC=CC=C12)C=1NC(C=2N(C1)N=C(C2)C(=O)OCC)=O |r| rac-Ethyl 6-(3,4-dihydro-2H-chromen-2-yl)-4-oxo-4,5-dihydropyrazolo[1,5-a]pyrazine-2-carboxylate